4-(5-((phenylamino)methyl)thiazol-2-yl)benzoic acid C1(=CC=CC=C1)NCC1=CN=C(S1)C1=CC=C(C(=O)O)C=C1